BrC1=CC(=C2C=CN(C2=C1)COCC[Si](C)(C)C)CO [6-bromo-1-(2-trimethylsilylethoxymethyl)indol-4-yl]methanol